CCCCCCCCCCCCCCCCC/C=C/C(=O)O eicosenoic acid